ClC=1C=C2C(=NN=C(C2=CC1N([C@H]1CN(CC1)C)C)N[C@H](C)C=1C(=C(C#N)C=CC1)C)C 3-((R)-1-((6-chloro-4-methyl-7-(methyl((R)-1-methylpyrrolidin-3-yl)amino)phthalazin-1-yl)amino)ethyl)-2-methylbenzonitrile